methyl (S)-2-(2,6-difluoro-4-((R)-3-(trifluoromethyl)morpholino) benzamido)-3-(8-(4,5,6-trimethyl-3-oxo-3,4-dihydropyrazin-2-yl)chroman-5-yl)propanoate FC1=C(C(=O)N[C@H](C(=O)OC)CC2=C3CCCOC3=C(C=C2)C2=NC(=C(N(C2=O)C)C)C)C(=CC(=C1)N1[C@H](COCC1)C(F)(F)F)F